BrC1=CC=CC=2N(C(NC21)=O)C2CCN(CC2)C(=O)NC2=CC(=C(C=C2)C)OC 4-(4-bromo-2-oxo-2,3-dihydro-1H-1,3-benzodiazol-1-yl)-N-(3-methoxy-4-methylphenyl)piperidine-1-carboxamide